C(C1=CC=CC=C1)OC(=O)C=1C(=C(C=C(C1)C1=CC=CC=C1)OCC(=O)O)OCC(=O)O 2,2'-((5-((benzyloxy)carbonyl)-[1,1'-biphenyl]-3,4-diyl)bis(oxy))diacetic acid